C(C)(C)(C)OC(=O)NCC1(CCN(CC1)C(=O)OCC1=CC=CC=C1)OC benzyl 4-((tert-butoxycarbonylamino) methyl)-4-methoxypiperidine-1-carboxylate